ClC1=C(C(C(C1(F)F)(F)F)(F)F)F 1-chloro-2,3,3,4,4,5,5-heptafluorocyclopentene